Cl.N1N=CC(=C1)C=1C=C(C=CC1)S(=O)(=O)N1C=C(C=C1C1=C(C=CC=C1)F)CNC 1-(1-((3-(1H-pyrazol-4-yl)phenyl)sulfonyl)-5-(2-fluorophenyl)-1H-pyrrol-3-yl)-N-methyl-methylamine hydrochloride